3-cyclohexene-1,1-dicarboxylic acid n-propyl ester C(CC)OC(=O)C1(CC=CCC1)C(=O)O